ClC=1C=CC=C2C=3C=CC=CC3P(OC12)=O 8-chloro-9,10-dihydro-9-oxa-10-phosphaphenanthrene-10-oxide